S1C(=CC=C1)C=1C=C2CCNCC2=CC1 6-thiophen-2-yl-1,2,3,4-tetrahydroisoquinoline